8-Butoxybicyclo[3.2.1]octan C(CCC)OC1C2CCCC1CC2